4-(4-fluoro-3-(4,4,5,5-tetramethyl-1,3,2-dioxaborolan-2-yl)benzyl)phthalazin-1(2H)-one FC1=C(C=C(CC2=NNC(C3=CC=CC=C23)=O)C=C1)B1OC(C(O1)(C)C)(C)C